2-amino-1,3-dihydroxyheptadecane NC(CO)C(CCCCCCCCCCCCCC)O